N-(1-(methylsulfonyl)-3-(oxetan-3-yloxy)-1H-pyrazol-4-yl)formamide CS(=O)(=O)N1N=C(C(=C1)NC=O)OC1COC1